N,N-dimethyl(2-morpholinoethyl)amine CN(C)CCN1CCOCC1